2-chloro-1-[1-(4-chlorophenyl)-2-methyl-6-(oxetan-3-ylmethyl)-1H-indol-3-yl]ethan-1-one ClCC(=O)C1=C(N(C2=CC(=CC=C12)CC1COC1)C1=CC=C(C=C1)Cl)C